C(CCCCCCCCCCCCCCCCC)NC(CCCCCCC\C=C/CCCCCCCC)=O N-Stearyloleamid